O1COC2=C1C(CC=1C=3C=CC=CC3C=CC12)=O phenanthro[1,2-d][1,3]dioxolan-11-one